6-(3,5-Dimethylphenyl)-N-[(2-oxo-1H-pyridin-3-yl)sulfonyl]-2-[(4S)-2,2,4-trimethylpyrrolidin-1-yl]pyridin-3-carboxamid CC=1C=C(C=C(C1)C)C1=CC=C(C(=N1)N1C(C[C@@H](C1)C)(C)C)C(=O)NS(=O)(=O)C=1C(NC=CC1)=O